((S)-2-(2-(4-chlorophenyl)-2-methylpropanamido)butanoyl)-D-glutamic acid ClC1=CC=C(C=C1)C(C(=O)N[C@H](C(=O)N[C@H](CCC(=O)O)C(=O)O)CC)(C)C